ClC=1C=CC(=C(C1)C=1C=C(C=2OCCNC2N1)C=1C=C(C=NC1)NC(C=CNC)=O)F N-{5-[6-(5-chloro-2-fluorophenyl)-2H,3H,4H-pyrido[3,2-b][1,4]oxazin-8-yl]pyridin-3-yl}-3-(methylamino)propenamide